(R)-4-(bicyclo[1.1.1]pentan-1-ylamino)-2-(3-(4-fluorophenoxy)azetidin-1-yl)-6,7-dihydrothieno[3,2-d]pyrimidine 5-oxide C12(CC(C1)C2)NC=2C1=C(N=C(N2)N2CC(C2)OC2=CC=C(C=C2)F)CC[S@]1=O